C(C)(C)(C)OC(=O)NCC1(CCN(CC1)C=1C(=NC(=C(N1)C)SC1=C(C(=NC=C1)NC(=O)NS(=O)(=O)C1=CC=CC=C1)Cl)C(=O)OCC)C ethyl 3-(4-(((tert-butoxycarbonyl)amino)methyl)-4-methylpiperidin-1-yl)-6-((3-chloro-2-(3-(phenylsulfonyl)ureido)pyridin-4-yl)thio)-5-methylpyrazine-2-carboxylate